[2-(2-methanesulfonyl-2,3-dihydro-1H-isoindol-5-ylamino)-5-methyl-pyrimidin-4-ylamino]-3H-benzoxazol-2-one CS(=O)(=O)N1CC2=CC=C(C=C2C1)NC1=NC=C(C(=N1)NN1C(OC2=C1C=CC=C2)=O)C